4-methyl-4,5-dihydro-1H-imidazo[4,5-b]pyrazin-5-one CN1C2=C(N=CC1=O)NC=N2